C(N)(=O)C1=CC=C(C=C1)C=1C=NN2C1C=C(C=C2)C(=O)N(C)C=2C=CC(=C(C(=O)OCC(=O)N(C)C)C2)Cl 2-(Dimethylamino)-2-oxoethyl 5-(3-(4-carbamoylphenyl)-N-methylpyrazolo[1,5-a]pyridine-5-carboxamido)-2-chlorobenzoate